3-(2-cyclohexyl-7-tetrahydrofuran-3-yl-1H-indol-3-yl)-N-[(3S,4R)-4-hydroxy-2-oxo-pyrrolidin-3-yl]propionamide C1(CCCCC1)C=1NC2=C(C=CC=C2C1CCC(=O)N[C@@H]1C(NC[C@H]1O)=O)C1COCC1